1-[(3S,4S)-3-[(4-methanesulfonylphenoxy)methyl]-4-methylpyrrolidin-1-yl]propan CS(=O)(=O)C1=CC=C(OC[C@@H]2CN(C[C@H]2C)CCC)C=C1